4-(azetidin-3-ylsulfonyl)-N-(2-(4,4-difluoropiperidin-1-yl)-6-methylpyrimidin-4-yl)-2-(6-azaspiro[2.5]oct-6-yl)benzamide lanthanum-rhenium [Re].[La].N1CC(C1)S(=O)(=O)C1=CC(=C(C(=O)NC2=NC(=NC(=C2)C)N2CCC(CC2)(F)F)C=C1)N1CCC2(CC2)CC1